7-chloro-1-(4-fluoro-2-methylphenyl)-3-(6-methoxy-2-methylpyridin-3-yl)-2,3-dihydroquinazolin-4(1H)-one ClC1=CC=C2C(N(CN(C2=C1)C1=C(C=C(C=C1)F)C)C=1C(=NC(=CC1)OC)C)=O